5-[(1E)-2-(3,4-Di-methoxyphenyl)ethenyl]-1,3-benzenediol COC=1C=C(C=CC1OC)/C=C/C=1C=C(C=C(C1)O)O